C(C)(C)(C)OC(=O)N1CCC(CC1)C1=NC=C(C=N1)C1=CC2=C(N(C(N2C)=O)C2C(NC(CC2)=O)=O)C=C1 4-{5-[1-(2,6-dioxopiperidin-3-yl)-3-methyl-2-oxo-1,3-benzodiazol-5-yl]pyrimidin-2-yl}piperidine-1-carboxylic acid tert-butyl ester